3,3'-bis(phenanthren-9-yl)-1,1'-binaphthyl-2-ol C1=CC=CC=2C3=CC=CC=C3C(=CC12)C1=C(C(=C2C=CC=CC2=C1)C1=CC(=CC2=CC=CC=C12)C=1C2=CC=CC=C2C=2C=CC=CC2C1)O